ClC1=C(C(=CC(=C1)F)Cl)NC=1N(C2=NC(=NC=C2N1)NC1CCOCC1)C1CCC(CC1)C(=O)N (1s,4s)-4-(8-(2,6-dichloro-4-fluorophenylamino)-2-(tetrahydro-2H-pyran-4-ylamino)-9H-purin-9-yl)cyclohexanecarboxamide